N1(N=CC(=C1)C(=O)[O-])C(=O)[O-] 1H-pyrazole-1,4-dicarboxylate